NC1=NC2=CC(=CC=C2C=C1)CN(C(=O)C=1C=NC=CC1)C1=C(C=C(C=C1)C(F)(F)F)S(=O)(=O)C N-[(2-aminoquinolin-7-yl)methyl]-N-[2-methanesulfonyl-4-(tri-fluoromethyl)phenyl]pyridine-3-carboxamide